CC1(CC(C1)C(=O)O)C 3,3-dimethylcyclobutane-1-carboxylic acid